7-bromo-5-chloroquinoxalin-2(1H)-one BrC1=CC(=C2N=CC(NC2=C1)=O)Cl